6-methyl-N,N-diphenylpyridin-2-amine CC1=CC=CC(=N1)N(C1=CC=CC=C1)C1=CC=CC=C1